N1=CC=C(C=C1)CC(C)N 1-(4-pyridinyl)propan-2-amine